4-amino-2-(3-benzyl-2,6-dioxopiperidin-3-yl)isoindoline-1,3-dione NC1=C2C(N(C(C2=CC=C1)=O)C1(C(NC(CC1)=O)=O)CC1=CC=CC=C1)=O